C1(C(C)O1)OC1=CC=C(C=C1)OC1C(C)O1 1,4-bis(1,2-epoxypropoxy)benzene